1-(cyclopropanecarbonyl)-N-((S)-1-(4-((4-cyclopropyl-1,5-naphthyridin-3-yl)amino)phenyl)-2,2,2-trifluoroethyl)-N-methylpyrrolidine-3-carboxamide C1(CC1)C(=O)N1CC(CC1)C(=O)N(C)[C@H](C(F)(F)F)C1=CC=C(C=C1)NC=1C=NC2=CC=CN=C2C1C1CC1